(1,2-dimethyl-1H-imidazol-5-yl)isoquinolin-3-amine CN1C(=NC=C1C1=NC(=CC2=CC=CC=C12)N)C